O1CCN(CCC1)C(=O)C1=CC2=C(C=N1)C(=NN2CC(F)(F)F)NC2=NC=CN=C2 1,4-oxazepan-4-yl-[3-(pyrazin-2-ylamino)-1-(2,2,2-trifluoroethyl)-pyrazolo[4,3-c]pyridin-6-yl]methanone